N1=C(N=CC2=CC=CC=C12)NC1CCC(CC1)NC(C)=O N-((1r,4R)-4-(quinazolin-2-ylamino)cyclohexyl)acetamide